(1-(aminoethyl)-2-nitro-1H-imidazole-5-yl)methanol NCCN1C(=NC=C1CO)[N+](=O)[O-]